N-(4-tert-butylbenzyl)-1-naphthylmethylamine C(C)(C)(C)C1=CC=C(CNCC2=CC=CC3=CC=CC=C23)C=C1